N-(2,4-dimethoxybenzyl)-2-(methylthio)-4-morpholinopyrimidine-5-carboxamide COC1=C(CNC(=O)C=2C(=NC(=NC2)SC)N2CCOCC2)C=CC(=C1)OC